4-(R)-ethyl-3-(2-methylbenzamido)-1,4'-bipiperidine C(C)[C@H]1C(CN(CC1)C1CCNCC1)NC(C1=C(C=CC=C1)C)=O